8-(4-Benzylpiperidin-1-carbonyl)-2-(1H-pyrazol-4-yl)-5,10-dihydro-11H-dibenzo[b,e][1,4]diazepin-11-one C(C1=CC=CC=C1)C1CCN(CC1)C(=O)C=1C=CC2=C(NC(C3=C(N2)C=CC(=C3)C=3C=NNC3)=O)C1